C1CC12CCN(CC2)C=2C=C(C=CC2N2N=NC(=C2)C2=NC(=NC(=C2)NC)N2CCC(CC2)(F)F)NS(=O)(=O)CCO N-(3-{6-azaspiro[2.5]octane-6-yl}-4-{4-[2-(4,4-difluoropiperidin-1-yl)-6-(Methylamino)pyrimidin-4-yl]-1H-1,2,3-triazol-1-yl}phenyl)-2-hydroxyethane-1-sulfonamide